2-methoxyethyl (1S,2R,5R)-3-((4-((6-chlorobenzo[d]oxazol-2-yl)oxy)-3-fluorophenyl)sulfonyl)-2-(hydroxycarbamoyl)-3,8-diazabicyclo[3.2.1]octane-8-carboxylate ClC1=CC2=C(N=C(O2)OC2=C(C=C(C=C2)S(=O)(=O)N2[C@H]([C@@H]3CC[C@H](C2)N3C(=O)OCCOC)C(NO)=O)F)C=C1